7-(3,3-Dimethylbut-1-yn-1-yl)-5-(2-(2-morpholinoethyl)-1H-pyrrolo[2,3-b]pyridin-4-yl)-1H-indazol-3-amine CC(C#CC=1C=C(C=C2C(=NNC12)N)C1=C2C(=NC=C1)NC(=C2)CCN2CCOCC2)(C)C